O1CCOC2=C1C=CC=C2 racemic-trans-1,4-benzodioxane